C(C)(=O)N1CC[C@@H]2N(C([C@H](C1)NC(OC(C)(C)C)=O)=O)[C@@H](CC2)C(=O)N2C1(CC1)CC(C2)C2=CC=CC=C2 tert-butyl ((5S,8S,10aR)-3-acetyl-6-oxo-8-(6-phenyl-4-azaspiro[2.4]heptane-4-carbonyl)decahydropyrrolo[1,2-a][1,5]diazocin-5-yl)carbamate